N-methyl-1-(1,3-benzodioxol-5-yl)but-3-yn-2-amine CNC(CC1=CC2=C(OCO2)C=C1)C#C